NCC1=C(C2=C(N=CN2C)C(=C1)C1=CC=C(C=C1)OC(F)(F)F)CO [5-(aminomethyl)-3-methyl-7-[4-(trifluoromethoxy)phenyl]benzimidazol-4-yl]methanol